COC1=CC=C(CN2CC3(OC4=C(C2)N=CC=C4)CC3)C=C1 4'-(4-methoxybenzyl)-4',5'-dihydro-3'H-spiro[cyclopropane-1,2'-pyrido[2,3-f][1,4]oxazepine]